1-pivaloyl-pseudouridine triphosphate P(O)(=O)(OP(=O)(O)OP(=O)(O)O)OC[C@@H]1[C@H]([C@H]([C@@H](O1)C1=CN(C(=O)NC1=O)C(C(C)(C)C)=O)O)O